(R)-4-(2-(difluoromethyl)-4-methylphenyl)-N-(piperidin-3-yl)phthalazin-1-amine FC(C1=C(C=CC(=C1)C)C1=NN=C(C2=CC=CC=C12)N[C@H]1CNCCC1)F